N-(3-chloro-2-fluoro-2-thiazolyl)thiouracil ethyl-(2E)-3-[2-(1,1-dioxido-2,3-dihydro-1,4-benzothiazepin-4(5H)-yl)-6-ethylquinolin-4-yl]prop-2-enoate C(C)/C(/C(=O)O)=C\C1=CC(=NC2=CC=C(C=C12)CC)N1CCS(C2=C(C1)C=CC=C2)(=O)=O.ClN2C(SC=C2)(F)N2C(=S)NC(=O)C=C2